3-(imidazo[1,2-a]pyridine-6-sulfonyl)-azetidine-1-carboxylic acid tert-butyl ester C(C)(C)(C)OC(=O)N1CC(C1)S(=O)(=O)C=1C=CC=2N(C1)C=CN2